tert-butyl (2S,4R)-4-(5-(5-cyano-2-cyclopropoxyphenyl)oxazole-2-carboxamido)-2-(fluoromethyl)pyrrolidine-1-carboxylate C(#N)C=1C=CC(=C(C1)C1=CN=C(O1)C(=O)N[C@@H]1C[C@H](N(C1)C(=O)OC(C)(C)C)CF)OC1CC1